C(CC)N 1-propaneamine